O1C(=CC=C1)C(=O)NCC(=O)O (2-furoyl)glycine